((2S,3R,4R)-2,3-dimethyl-4-((3-methylpyridin-2-yl)amino)-3,4-dihydroquinolin-1(2H)-yl)ethanone C[C@@H]1N(C2=CC=CC=C2[C@@H]([C@H]1C)NC1=NC=CC=C1C)C(C)=O